C1=C2C3=C(C=NC2=CC=C1)CC1CCCCN13 7,7a,8,9,10,11-hexahydroindolizino[2,3-c]quinoline